C(C)(C)C1CCC(CC1)C(=O)N 4-isopropylcyclohexane-1-carboxamide